N-(2-((2-((2-fluorophenyl)thio)phenyl)amino)-2-oxoethyl)-1-naphthamide FC1=C(C=CC=C1)SC1=C(C=CC=C1)NC(CNC(=O)C1=CC=CC2=CC=CC=C12)=O